N-[6-(4-ethylpiperazin-1-yl)-2-pyridyl]-4,5,6,7-tetrahydropyrazolo[1,5-a]pyrazin-2-amine C(C)N1CCN(CC1)C1=CC=CC(=N1)NC1=NN2C(CNCC2)=C1